[B].[Y] yttrium-boron